triethylammonium tris(perfluoroethylsulfonyl)methide [C-](S(=O)(=O)C(F)(F)C(F)(F)F)(S(=O)(=O)C(F)(F)C(F)(F)F)S(=O)(=O)C(F)(F)C(F)(F)F.C(C)[NH+](CC)CC